tert-butyl 4-[3-[(3R)-3-methylpiperazin-1-yl]cyclobutoxy]piperidine-1-carboxylate C[C@@H]1CN(CCN1)C1CC(C1)OC1CCN(CC1)C(=O)OC(C)(C)C